S(=O)(=O)(O)C1=CC=C(C)C=C1.CC1=CC=C(C=C1)S(=O)(=O)O para-toluenesulfonic acid (tosylate)